sodium difluoro(4,5-difluorophthalic acid) borate B([O-])([O-])[O-].FC=1C(=C(C(=C(C1C(=O)O)C(=O)O)F)F)F.[Na+].[Na+].[Na+]